COC=1C(=CC(=NC1)NC(C)=O)NC1=NC(=NC=C1)C1COCC1 N-(5-methoxy-4-((2-(tetrahydrofuran-3-yl)pyrimidin-4-yl)amino)pyridin-2-yl)acetamide